FC(CCC(=O)N1CCC(CC1)C1=NC(=CC=C1)C(F)(F)F)(F)F 4,4,4-trifluoro-1-[4-[6-(trifluoromethyl)-2-pyridinyl]-1-piperidinyl]butan-1-one